tert-butyl (1-(3-(benzyloxy)-6-hydroxyhexyl)piperidin-4-yl)(methyl)carbamate C(C1=CC=CC=C1)OC(CCN1CCC(CC1)N(C(OC(C)(C)C)=O)C)CCCO